Acrylic chloride C(C=C)(=O)Cl